BrC=1N=C(N(N1)CC)NC=1C=C2C(NC(C2=CC1C)=O)C 5-[(5-bromo-2-ethyl-1,2,4-triazol-3-yl)amino]-3,6-dimethyl-isoindolin-1-one